2-((2,4-dichlorophenyl)amino)-8-methyl-3-(3-methylbutanoyl)-5-nitroquinolin-4(1H)-one ClC1=C(C=CC(=C1)Cl)NC=1NC2=C(C=CC(=C2C(C1C(CC(C)C)=O)=O)[N+](=O)[O-])C